CS(=O)(=O)CCC1=CC=C(C=C1)NC(C=1C(O)=CC=CC1)=O [4-salicyloylaminophenyl]ethyl methyl sulfone